Methyl 4-bromo-3-(((ethoxycarbonyl)(1H-pyrrol-1-yl)amino)methyl)benzoate BrC1=C(C=C(C(=O)OC)C=C1)CN(N1C=CC=C1)C(=O)OCC